[In].[Ti].[Cu].[Ag] silver-copper-titanium-indium